FC=1C=CC(=NC1)NC(C)=O N-(5-fluoropyridine-2-yl)acetamide